tert-Butyl 6-(4-(methoxycarbonyl)-3-(methylamino)phenyl)-2-oxa-7-azaspiro[3.5]nonane-7-carboxylate COC(=O)C1=C(C=C(C=C1)C1CC2(COC2)CCN1C(=O)OC(C)(C)C)NC